OC[C@H](C(CC=C)(C)C)NC(OC(C)(C)C)=O tert-butyl (s)-(1-hydroxy-3,3-dimethylhex-5-en-2-yl)carbamate